ClC=1C(=CC2=C(N(C(=N2)C2=CC=C(C=C2)Cl)C(C(=O)NC2CCCC2)C2CCCCC2)C1)F 2-[6-chloro-2-(4-chloro-phenyl)-5-fluoro-benzoimidazol-1-yl]-2-cyclohexyl-N-cyclopentyl-acetamide